1-(tert-butyl) 2-methyl (2S,4S)-2-(2-(chloromethyl) allyl)-4-hydroxypyrrolidine-1,2-dicarboxylate ClCC(C[C@@]1(N(C[C@H](C1)O)C(=O)OC(C)(C)C)C(=O)OC)=C